C(C)(C)(C)OC(=O)N[C@@H](C(C(=O)OC)CC1(CCC1)CNC(=O)OC(C)(C)C)C Methyl (3R)-3-((tert-butoxycarbonyl)amino)-2-((1-(((tert-butoxycarbonyl)amino)methyl)cyclobutyl)methyl)butanoate